BrC1=CC(=C(C=C1OC)N1N=CC(=C1)OC(F)F)I 1-(4-BROMO-2-IODO-5-METHOXY-PHENYL)-4-(DIFLUOROMETHOXY)PYRAZOLE